C1(CCCC1)C1=NC2=C(C(=NC=C2)NC(CC2=CC(=CC(=C2)C=2C=NN(C2)C)F)=O)N1 N-(2-cyclopentyl-3H-imidazo[4,5-c]pyridin-4-yl)-2-(3-fluoro-5-(1-methyl-1H-pyrazole-4-yl)phenyl)acetamide